methyl 2-(3-aminoprop-1-yn-1-yl)-5-(3-oxopiperazin-1-yl)benzoate NCC#CC1=C(C(=O)OC)C=C(C=C1)N1CC(NCC1)=O